ClC1=NC=CC(=C1F)CCOC 2-chloro-3-fluoro-4-(2-methoxyethyl)pyridine